FC=1C=C(CNC(=O)C2=CC=C(S2)C2=C(C(=NC(=C2C(=O)N)CC(C)C)C23CC(C2)(C3)C(F)(F)F)C=3OC(=NN3)C)C=CC1F 4-(5-((3,4-difluorobenzyl)carbamoyl)thiophen-2-yl)-2-isobutyl-5-(5-methyl-1,3,4-oxadiazol-2-yl)-6-(3-(trifluoromethyl)bicyclo[1.1.1]pentan-1-yl)nicotinamide